(N-pyrrolidone) ethyl-methacrylate C(C)OC(C(=C)C)=O.[N-]1C(CC=C1)=O